CC1=CC=CC(=N1)C1=C(N=CN1)C=1C=C2C=C(C=NC2=CC1)C(=O)OCC1CNC1 azetidin-3-ylmethyl 6-[5-(6-methyl-2-pyridyl)-1H-imidazol-4-yl]quinoline-3-carboxylate